3-fluoro-4'-methoxy-6-methyl-[1,1'-biphenyl]-2-formaldehyde FC1=C(C(=C(C=C1)C)C1=CC=C(C=C1)OC)C=O